CC1(OB(OC1(C)C)C1=CC=C(C=C1)C(C)(C)NC(OC(C)(C)C)=O)C tert-butyl (2-(4-(4,4,5,5-tetramethyl-1,3,2-dioxaborolan-2-yl)phenyl)propan-2-yl)carbamate